monochlorobenzene ClC1=CC=CC=C1